Br[Ag] bromosilver